N-(4'-(((3R,4S,5R)-3,4-dihydroxy-5-methoxy-6,6-dimethyltetrahydro-2H-pyran-2-yl)oxy)-3''-(trifluoromethyl)-1,2,3,6-tetrahydro[1,1':2',1''-terphenyl]-2-yl)acetamide O[C@H]1C(OC([C@@H]([C@H]1O)OC)(C)C)OC=1C=C(C(=CC1)C1C(CC=CC1)NC(C)=O)C1=CC(=CC=C1)C(F)(F)F